CN(C1(CCC2(CN(C(N2)=O)C2=C(C=C(C=C2)OC(F)(F)F)F)CC1)C1=CC=CC=C1)C Cis-8-dimethylamino-3-[2-fluoro-4-(trifluoromethoxy)-phenyl]-8-phenyl-1,3-diazaspiro[4.5]decan-2-one